tert-Butyl (S)-(1-(1,3-dioxoisoindolin-2-yl)-3-(3-fluoro-4-(methylcarbamoyl)phenyl)propan-2-yl)carbamate O=C1N(C(C2=CC=CC=C12)=O)C[C@H](CC1=CC(=C(C=C1)C(NC)=O)F)NC(OC(C)(C)C)=O